O1CCOC12CCC(CC2)C=2C=C(C=CC2)N(C2C(NC(CC2)=O)=O)C 3-((3-(1,4-dioxaspiro[4.5]decan-8-yl)phenyl)(methyl)amino)piperidine-2,6-dione